(S)-5-fluoro-3-isopropyl-6-((1-phenylethyl)amino)pyrimidine-2,4(1h,3h)-dione FC=1C(N(C(NC1N[C@@H](C)C1=CC=CC=C1)=O)C(C)C)=O